1,2-diphenylcyclohexane C1(=CC=CC=C1)C1C(CCCC1)C1=CC=CC=C1